C(C)(C)NC1=C2C(=NC=C1[N+](=O)[O-])N(C(=C2C=2CCN(CC2)C(=O)OC(C)(C)C)C=2C=NN(C2)C)COCC[Si](C)(C)C tert-butyl 4-(4-(isopropylamino)-2-(1-methyl-1H-pyrazol-4-yl)-5-nitro-1-((2-(trimethylsilyl)ethoxy)methyl)-1H-pyrrolo[2,3-b]pyridin-3-yl)-3,6-dihydropyridine-1(2H)-carboxylate